FC(OC1=CC=C(C(=O)C2=C(N=C(S2)N(C2=CC=C(C=C2)F)C(C(=O)N)C)C)C=C1)F (N-[5-[4-(difluoromethoxy)benzoyl]-4-methyl-thiazol-2-yl]-4-fluoro-anilino)propanamide